ClCC=1C(=NC(=NC1)SC)OCC 5-(chloromethyl)-4-ethoxy-2-(methylthio)pyrimidine